FC(=C1CCN2CCCC12C(=O)OC)F methyl 1-(difluoromethylene)tetrahydro-1H-pyrrolizine-7a(5H)-carboxylate